2,7-diamino-5-(4-fluorophenyl)-4-oxo-3,4,5,6-tetrahydropyrido[2,3-d]pyrimidine-6-carbonitrile NC=1NC(C2=C(N1)N=C(C(C2C2=CC=C(C=C2)F)C#N)N)=O